ethyl 2-(5-((2-(2-(2-(2-azidoethoxy)ethoxy)ethoxy)ethyl)(tert-butoxycarbonyl)amino)-2-oxopyridin-1(2H)-yl)acetate N(=[N+]=[N-])CCOCCOCCOCCN(C=1C=CC(N(C1)CC(=O)OCC)=O)C(=O)OC(C)(C)C